OCC=C(C)CCC=C(C)CCC=C(C)C.[B] Boron farnesol